FC1=CC=C(C=C1)C[C@@H](C)N (R)-1-(4-fluorophenyl)propan-2-amine